BrC=1C=NN(C1C1=C(C#N)C(=CC(=C1F)N1CC(CC1)OC)OC1CC1)C 2-(4-bromo-1-methyl-1H-pyrazol-5-yl)-6-cyclopropyloxy-3-fluoro-4-(3-methoxypyrrolidin-1-yl)benzonitrile